ClC=1N=C(SC1)C(C)=NS(=O)C(C)(C)C N-(1-(4-chlorothiazol-2-yl)ethylidene)-2-methylpropane-2-sulfinamide